7,9-Difluoro-1,4,4-trimethyl-8-[1-methylsulfonyl-2-(trifluoromethyl)-1H-indol-4-yl]-5H-[1,2,4]triazolo[4,3-a]quinoxaline FC=1C=C2NC(C=3N(C2=C(C1C1=C2C=C(N(C2=CC=C1)S(=O)(=O)C)C(F)(F)F)F)C(=NN3)C)(C)C